CC(C)(C)S/N=C/C=1C=CC2=C(C1)OCC1=C2C(=NO1)C (E)-2-Methyl-N-((1-methyl-4H-chromeno[4,3-d]isoxazol-7-yl)methylidene)propane-2-sulfenamide